methyl-N-(tert-butoxycarbonyl)-O-phenyl-L-homoseryl-glycine CN([C@@H](CCOC1=CC=CC=C1)C(=O)NCC(=O)O)C(=O)OC(C)(C)C